OC1CCC2(C1)CCNCC2 3-hydroxy-8-azaspiro[4.5]Decane